(rac)-(2s,4s)-2-(1-(3-(trifluoromethyl)phenyl)-3-azabicyclo[3.1.0]hexane-3-carbonyl)-7-oxa-5-azaspiro[3.4]octane-6-one FC(C=1C=C(C=CC1)C12CN(CC2C1)C(=O)C1CC2(C1)NC(OC2)=O)(F)F